methyl-amine tetra(pentafluorophenyl)borate mono2-ethylhexyl-itaconate C(C)C(COC(C(=C)CC(=O)[O-])=O)CCCC.FC1=C(C(=C(C(=C1[B-](C1=C(C(=C(C(=C1F)F)F)F)F)(C1=C(C(=C(C(=C1F)F)F)F)F)C1=C(C(=C(C(=C1F)F)F)F)F)F)F)F)F.CN